N-((R)-(2-((S)-Amino((1R,3r,5S)-6,6-difluorobicyclo[3.1.0]hexan-3-yl)methyl)-1H-benzo[d]imidazol-6-yl)(cyclopropyl)methyl)-2-(3,3-difluorocyclobutyl)acetamide N[C@H](C1=NC2=C(N1)C=C(C=C2)[C@H](NC(CC2CC(C2)(F)F)=O)C2CC2)C2C[C@H]1C([C@H]1C2)(F)F